FC1=CC=C(C(=C1C([C@@H](C=1OC(NN1)=O)NS(=O)(=O)N1CCC(CC1)C(=O)N(C)C)C)C)C 1-(N-((1S)-2-(6-fluoro-2,3-dimethylphenyl)-1-(5-oxo-4,5-dihydro-1,3,4-oxadiazol-2-yl)propyl)sulfamoyl)-N,N-dimethylpiperidine-4-carboxamide